O=C1NC(CCC1N1C(N(C2=C1C=CC(=C2)CN2CCC(CC2)N(C(OC(C)(C)C)=O)C)C)=O)=O tert-butyl (1-((1-(2,6-dioxopiperidin-3-yl)-3-methyl-2-oxo-2,3-dihydro-1H-benzo[d]imidazol-5-yl)methyl)piperidin-4-yl)(methyl)carbamate